CCCCCCCCCCCCCCCCC[C@H]([C@H](COP(=O)([O-])OC1[C@@H]([C@H](C([C@H]([C@H]1O)O)O)O)O)NC(=O)CCCCCCCCCCCCC)O The molecule is an inositol inositol C20 phosphodihydroceramide(1-) in which the N-acyl group is specified as myristoyl; major species at pH 7.3. It is an inositol C20 phosphodihydroceramide(1-) and an Ins-1-P-Cer-A 34:0(1-).